NC1=C2C(=NC=N1)N(N=C2C2=CC=C(C=C2)CNC(C2=C(C=CC=C2)OC)=O)[C@@H]2C=C[C@@H](C2)O N-[[4-[4-Amino-1-[(1S,4R)-4-hydroxycyclopent-2-en-1-yl]pyrazolo[3,4-d]pyrimidin-3-yl]phenyl]methyl]-2-methoxy-benzamide